C(C)(=O)C=1C=C(C=C2C(N(C(=NC12)N1CCOCC1)C)=O)C(F)(F)F 8-acetyl-3-methyl-2-morpholino-6-(trifluoromethyl)quinazolin-4-one